2,4,6-trimethyl-aniline (S)-3,3'-diformyl-[1,1'-binaphthyl]-2,2'-diacrylate C(=O)C1=C(C(=C2C=CC=CC2=C1)C=1C(=C(C=C2C=CC=CC12)C=O)C=CC(=O)O)C=CC(=O)O.CC1=C(N)C(=CC(=C1)C)C